dibutylphenoxyphosphine C(CCC)P(OC1=CC=CC=C1)CCCC